2-acetoxyacetyl chloride C(C)(=O)OCC(=O)Cl